C(#N)C=1C=C2C=CC(=NC2=CC1)NC=1C=C(C(=O)N[C@@H]2CNCC2)C=CN1 (S)-2-((6-cyanoquinolin-2-yl)amino)-N-(pyrrolidin-3-yl)isonicotinamide